OC=1C(=CC2=CC=CC=C2C1)C(=O)N/N=C(\C)/CC(C)C (E)-3-hydroxy-N'-(4-methylpentane-2-ylidene)-2-naphthohydrazide